6-(2-(1H-pyrazol-3-yl)morpholino)-8-(4-chloro-2-fluorophenyl)-2,3-dimethylpyrimido[5,4-d]pyrimidin-4(3H)-one N1N=C(C=C1)C1OCCN(C1)C=1N=C(C=2N=C(N(C(C2N1)=O)C)C)C1=C(C=C(C=C1)Cl)F